C(C)(C)(C)C1=CC=C(C=N1)NCC#CC=1N(C2=CC=C(C=C2C1)CNC1CCOCC1)CC 6-tert-butyl-N-[3-(1-ethyl-5-{[(oxaN-4-yl)amino]methyl}-1H-indol-2-yl)prop-2-yn-1-yl]pyridin-3-amine